6-((Cyclopropylmethyl)amino)-4-((4-methoxybenzyl)oxy)pyrazolo[1,5-a]pyridine-3-carbonitrile C1(CC1)CNC=1C=C(C=2N(C1)N=CC2C#N)OCC2=CC=C(C=C2)OC